6-(1-methylpyrazol-4-yl)pyridin-2-ol CN1N=CC(=C1)C1=CC=CC(=N1)O